(2S)-1,4-bis[2-(4-chloro-3-fluorophenoxy)acetamido]bicyclo[2.2.2]octan-2-yl Hydrogen Sulfate S(=O)(=O)(O[C@@H]1C2(CCC(C1)(CC2)NC(COC2=CC(=C(C=C2)Cl)F)=O)NC(COC2=CC(=C(C=C2)Cl)F)=O)O